sodium N-methylpyridine CN1CC=CC=C1.[Na]